trans-N-(6,19-difluorospiro[8,12-dioxa-21-azatetracyclo[14.3.1.110,13.02,7]henicosa-1(20),2,4,6,10,13(21),16,18-octaene-14,3'-cyclobutane]-1'-yl)methanesulfonamide FC=1C=CC=C2C=3C(=CC=C(CC4(CC(C4)NS(=O)(=O)C)C=4OC=C(COC12)N4)C3)F